(5-{2,5-diazabicyclo[2.2.1]heptan-2-yl}-3-methyl-2-oxo-1,3-benzodiazol-1-yl)piperidine-2,6-dione C12N(CC(NC1)C2)C2=CC1=C(N(C(N1C)=O)N1C(CCCC1=O)=O)C=C2